2-amino-N-isopropyl-5-(2-methyl-4-(2-phenylacetamido)phenyl)nicotinamide NC1=C(C(=O)NC(C)C)C=C(C=N1)C1=C(C=C(C=C1)NC(CC1=CC=CC=C1)=O)C